(8-amino-5-(4-(1-(2-methoxyethyl)-1H-pyrazole-4-yl)phenyl)-1,7-naphthyridin-3-yl)(azetidin-1-yl)methanone NC=1N=CC(=C2C=C(C=NC12)C(=O)N1CCC1)C1=CC=C(C=C1)C=1C=NN(C1)CCOC